ClCC1=NC(=CC(=N1)N1CCC2(CCCC(N2C2=CC(=C(C=C2)F)F)=O)CC1)C(C(F)(F)F)(F)F 9-(2-(chloromethyl)-6-(perfluoroethyl)pyrimidin-4-yl)-1-(3,4-difluorophenyl)-1,9-diazaspiro[5.5]undecane-2-one